yttrium-cobalt [Co].[Y]